FC(C1=NN=C(S1)N1C(N(C2=C1C=C(C=C2N2CCN(CC2)C(C(C)C)=O)S(=O)(=O)NC2(COC2)CF)CC)=O)F 1-[5-(difluoromethyl)-1,3,4-thiadiazol-2-yl]-3-ethyl-6-[3-(fluoromethyl)-3-oxetanylaminosulfonyl]-4-(4-isobutyryl-1-piperazinyl)-1,3-dihydro-1,3-benzimidazol-2-one